BrC1=CC2=C(C(OC2)=O)C(=C1)F 5-bromo-7-fluoro-3H-2-benzofuran-1-one